N1N=CC=C1C=1C=C(C=CC1)S(=O)(=O)N 3-(1H-pyrazol-5-yl)benzenesulfonamide